dodecylallylamine C(CCCCCCCCCCC)C=CCN